(4R,8S)-5-(benzyloxy)-1-(2-((methylsulfonyl)oxy)ethyl)-6-oxo-4,5,6,8-tetrahydro-1H-4,7-methanopyrazolo[3,4-e][1,3]Diazepine-8-carboxylic acid methyl ester COC(=O)[C@H]1N2C(N([C@H](C3=C1N(N=C3)CCOS(=O)(=O)C)C2)OCC2=CC=CC=C2)=O